2-propionyl-1,10-phenanthroline C(CC)(=O)C1=NC2=C3N=CC=CC3=CC=C2C=C1